5-ethyl-2-((7-methyl-[1,2,4]triazolo[1,5-a]pyridin-6-yl)amino)-8-(tetrahydro-2H-pyran-4-yl)pyrido[2,3-d]pyrimidin-7(8H)-one C(C)C1=CC(N(C=2N=C(N=CC21)NC=2C(=CC=1N(C2)N=CN1)C)C1CCOCC1)=O